FC1=C2[C@H](N3C(C2=CC=C1)=CN=C3)[C@H]3COCC[C@@H]3O (3s,4S)-3-((R)-6-fluoro-5H-imidazo[5,1-a]isoindol-5-yl)tetrahydro-2H-pyran-4-ol